C(C)(=O)N1CC=2N(CC1)C(=NC2C=2C=CC=C1C=C(N=CC21)C=2C=CC(=NC2)C(=O)NC2CC=C(CC2)C2=C1CN(C(C1=CC=C2)=O)C2C(NC(CC2)=O)=O)CC 5-(8-(7-Acetyl-3-ethyl-5,6,7,8-tetrahydroimidazo[1,5-a]pyrazin-1-yl)isoquinolin-3-yl)-N-(4-(2-(2,6-dioxopiperidin-3-yl)-1-oxoisoindolin-4-yl)cyclohex-3-en-1-yl)picolinamide